COC1=CC=C2C=NN(C2=C1NS(=O)(=O)C=1C=NC(=CC1)C=1OC(=NN1)C)C N-(6-methoxy-1-methylindazol-7-yl)-6-(5-methyl-1,3,4-oxadiazol-2-yl)pyridine-3-sulfonamide